CC1(CN(C=2C1=NC=CC2)C(=O)N2CCC(CC2)N(C)CC=2C=C(C#N)C=C(C2)F)C 3-(((1-(3,3-dimethyl-2,3-dihydro-1H-pyrrolo[3,2-b]pyridine-1-carbonyl)piperidin-4-yl)(methyl)amino)methyl)-5-fluorobenzonitrile